N1-(3-Chlorophenyl)-6-(3,5-dimethyl-1H-pyrazol-1-yl)pyrimidine-2,4-diamine ClC=1C=C(C=CC1)N1C(N=C(C=C1N1N=C(C=C1C)C)N)N